(3S,6S,7R,8R)-8-benzyl-3-[(3-acetoxy-4-methoxy-pyridine-2-carbonyl)amino]-6-methyl-4,9-dioxo-1,5-dioxonan C(C1=CC=CC=C1)[C@@H]1C[C@@H](OC([C@H](COC1=O)NC(=O)C1=NC=CC(=C1OC(C)=O)OC)=O)C